C(C1=CC=CC=C1)N1C(C=CC2=C(C=CC=C12)C1=CC=CC=C1)=O 1-benzyl-5-phenylquinolin-2(1H)-one